N=1NC=C2C1C=NC=C2 2H-pyrazolo[3,4-c]pyridin